tert-Butyl N-[4-cyano-5-[4-[2-[[3-(3,3-dimethylcyclobutyl)isoxazol-5-yl]amino]-2-oxoethyl]-2-fluoro-phenyl]-2-isopropyl-pyrazol-3-yl]carbamate C(#N)C1=C(N(N=C1C1=C(C=C(C=C1)CC(=O)NC1=CC(=NO1)C1CC(C1)(C)C)F)C(C)C)NC(OC(C)(C)C)=O